FC(CN1[C@@H](C=2NC3=CC=CC=C3C2C[C@H]1C)C1=CC=C(S1)CC1CN(C1)CCC)(C)C 3-({5-[(1S,3R)-2-(2-fluoro-2-methylpropyl)-3-methyl-1H,2H,3H,4H,9H-pyrido[3,4-b]indol-1-yl]thiophen-2-yl}methyl)-1-propylazetidine